isocyanobenzamide [N+](#[C-])C1=C(C(=O)N)C=CC=C1